O=C1CC2(C1)CN(CC2)C(=O)OCCCC butyl 2-oxo-6-azaspiro[3.4]octane-6-carboxylate